1-((5,7-dihydrofuro[3,4-b]pyridin-3-yl)methyl)-3-((1-methyl-1H-pyrazol-4-yl)methyl)-N-(1-methylcyclopropyl)-2,4-dioxo-1,2,3,4-tetrahydrothieno[2,3-d]pyrimidine-6-sulfonamide N1=C2C(=CC(=C1)CN1C(N(C(C3=C1SC(=C3)S(=O)(=O)NC3(CC3)C)=O)CC=3C=NN(C3)C)=O)COC2